2-Cyclopentylethyl 1-{(S)-2-[(S)-3-isobutyl-2-oxo-1-piperazinyl]-4-methylvaleryl}-4-piperidinecarboxylate C(C(C)C)[C@H]1C(N(CCN1)[C@H](C(=O)N1CCC(CC1)C(=O)OCCC1CCCC1)CC(C)C)=O